hept-1-en-2-ylcyclohexane C=C(CCCCC)C1CCCCC1